CC(C)C(=O)O[C@H](CC(=O)O)C[N+](C)(C)C isobutyrylcarnitine